2,2,4,4,5,5-Hexamethyl-1,3-dipropyl-1,3,2,4,5-diazatrisilolidine C[Si]1(N([Si]([Si](N1CCC)(C)C)(C)C)CCC)C